(12aR)-9-bromo-10-fluoro-8-(prop-1-yn-1-yl)-3,4,12,12a-tetrahydro-6H-pyrazino[2,1-c][1,4]benzoxazepine-2(1H)-carboxylic acid tert-butyl ester C(C)(C)(C)OC(=O)N1C[C@@H]2COC3=C(CN2CC1)C=C(C(=C3F)Br)C#CC